(1-(3-(2-chloro-6-fluorophenyl)-7-fluoro-4-oxo-1-(prop-1-en-2-yl)-3,4-dihydrophthalazin-6-yl)-4-ethyl-5-oxo-4,5-dihydro-1H-1,2,4-triazol-3-yl)methyl 2,2,2-trifluoroacetate FC(C(=O)OCC1=NN(C(N1CC)=O)C=1C=C2C(N(N=C(C2=CC1F)C(=C)C)C1=C(C=CC=C1F)Cl)=O)(F)F